[Na+].C(C#CC)S(=O)(=O)[O-] but-2-yne-1-sulfonic acid sodium salt